CN(CCCNCCCC)C N,N-dimethyl-butyltrimethylenediamine